(R)-2-phenyl-1,5-pentanediol C1(=CC=CC=C1)[C@H](CO)CCCO